CN1C(CCOC2=C1C=CC=C2)=O (3S)-5-methyl-4-oxo-2,3-dihydro-1,5-benzoxazepine